3-fluoro-N-(2-((5-((1R,3R)-3-methyl-2-(2,2,2-trifluoroethyl)-2,3,4,9-tetrahydro-1H-pyrido[3,4-b]indol-1-yl)pyridin-3-yl)oxy)ethyl)propan-1-amine FCCCNCCOC=1C=NC=C(C1)[C@H]1N([C@@H](CC2=C1NC1=CC=CC=C21)C)CC(F)(F)F